N-[(1R)-1-(4-Acetyl-3,5-Diethoxyphenyl)Ethyl]-N-{2-[(1S)-1-Phenylethoxy]Ethyl}-N'-[1-(2H-Tetrazol-5-Yl)Cyclopropyl]Urea C(C)(=O)C1=C(C=C(C=C1OCC)[C@@H](C)N(C(=O)NC1(CC1)C=1N=NNN1)CCO[C@@H](C)C1=CC=CC=C1)OCC